2-((1R,6SR)-6-aminocyclohex-3-en-1-yl)-3-bromo-5-chloro-N-(thiophen-2-ylmethyl)thieno[3,2-b]pyridin-7-amine N[C@H]1CC=CC[C@H]1C1=C(C2=NC(=CC(=C2S1)NCC=1SC=CC1)Cl)Br |&1:1|